N-(5-((4-(2-(3-chloro-4-(2-chloroethoxy)-5-cyanophenyl)propan-2-yl)phenoxy)methyl)-4-(4-formylpiperidin-1-yl)pyrimidin-2-yl)methanesulfonamide ClC=1C=C(C=C(C1OCCCl)C#N)C(C)(C)C1=CC=C(OCC=2C(=NC(=NC2)NS(=O)(=O)C)N2CCC(CC2)C=O)C=C1